(cis)-4-(3-bromo-2-fluorophenyl)-2,6-dimethylmorpholine BrC=1C(=C(C=CC1)N1C[C@H](O[C@H](C1)C)C)F